CN1C=NC2=C1C=NC=C2C2=C(N=C(C(=N2)C(=O)OC)NC2=CC=C(C=C2)C(C)(C)N2CCOCC2)NC methyl 6-(3-methyl-3H-imidazo[4,5-c]pyridin-7-yl)-5-(methylamino)-3-((4-(2-morpholinopropan-2-yl)phenyl)amino)pyrazine-2-carboxylate